C(CCCCCCCCCCC)N(C(C)=O)C1[C@H](O)[C@@H](O)[C@H](O)CO1 N-dodecyl-N-acetylxylosylamine